BrC1=C(C(=CC=C1)C(O)C=1C=C2C=CC=NC2=CC1F)O 2-bromo-6-[(7-fluoroquinolin-6-yl)(hydroxy)methyl]phenol